Titanium (IV) oxodiacetone O(CC(C)=O)CC(C)=O.[Ti+4]